C(CCC)NC=1N=CC2=C(N(C(C=3C=C(C=CC23)N2CCNCC2)=O)C2CCC(CC2)=O)N1 3-(Butylamino)-5-(4-oxocyclohexyl)-8-(piperazin-1-yl)pyrimido[4,5-c]isoquinolin-6(5H)-one